(difluoromethoxy)-3-fluoro-5-[(Z)-1-fluoro-2-(5-methoxypyridin-3-yl)vinyl]benzoic acid FC(OC1=C(C(=O)O)C=C(C=C1F)/C(=C/C=1C=NC=C(C1)OC)/F)F